(2R,4S)-N-[5-bromo-6-methyl-3-[3-(trifluoromethyl)-bicyclo[1.1.1]pentane-1-carbonyl]-2-pyridyl]-2-(1-cyclopropylpyrazol-4-yl)tetrahydropyran-4-carboxamide BrC=1C=C(C(=NC1C)NC(=O)[C@@H]1C[C@@H](OCC1)C=1C=NN(C1)C1CC1)C(=O)C12CC(C1)(C2)C(F)(F)F